C(CCCCCCCCCCCCCC(C)C)P(CCCCCCCCCCCCCCC(C)C)(CCCCCCCCCCCCCCC(C)C)=O triiso-heptadecyl-phosphine oxide